C(C)NC(=O)C1=NN2C(CN(CCCC2)C(=O)OC(C)(C)C)=C1 tert-butyl 2-(ethylcarbamoyl)-6,7,8,9-tetrahydropyrazolo[1,5-a][1,4]diazocine-5(4H)-carboxylate